2-[[(2S,3R)-3-amino-2-hydroxy-4-phenyl-butanoyl]amino]-3-cyclopentyl-propanoic acid N[C@@H]([C@@H](C(=O)NC(C(=O)O)CC1CCCC1)O)CC1=CC=CC=C1